C(C1=CC=CC=C1)N(C=1C=2N(C=C(N1)NC1CCN(CC1)C(=O)OC(C)(C)C)C(=CN2)C2CC2)C(=O)OC(C)(C)C tert-butyl 4-((8-(benzyl(tert-butoxycarbonyl)amino)-3-cyclopropylimidazo[1,2-a]pyrazin-6-yl)amino)piperidine-1-carboxylate